CC1C(=O)OCCCCCCCCCCOC(C1)=O decylene methylsuccinate